N1-((S)-1-(((R)-l-4-hydroxy-3-oxo-1-((S)-2-oxopiperidin-3-yl)butan-2-yl)amino)-4,4-dimethyl-1-oxopentan-2-yl)-N2-(2-(trifluoromethyl)phenyl)oxalamide OCC([C@@H](C[C@H]1C(NCCC1)=O)NC([C@H](CC(C)(C)C)NC(C(=O)NC1=C(C=CC=C1)C(F)(F)F)=O)=O)=O